(1S,3S)-N1-(5-(2,6-Difluorophenyl)pyridin-2-yl)-N3-(3-tosyl-3H-imidazo[4,5-b]pyridin-2-yl)cyclopentane-1,3-diamine FC1=C(C(=CC=C1)F)C=1C=CC(=NC1)N[C@@H]1C[C@H](CC1)NC1=NC=2C(=NC=CC2)N1S(=O)(=O)C1=CC=C(C)C=C1